2-(2,4-dinitrophenylthio)benzoThiazol [N+](=O)([O-])C1=C(C=CC(=C1)[N+](=O)[O-])SC=1SC2=C(N1)C=CC=C2